3-bromopyridine-4-amine BrC=1C=NC=CC1N